(S)-2-((6-(4-chlorophenyl)-8-(1-methyl-1H-pyrazol-4-yl)-[1,2,4]triazolo[1,5-a]pyrazin-2-yl)amino)propan-1-ol ClC1=CC=C(C=C1)C=1N=C(C=2N(C1)N=C(N2)N[C@H](CO)C)C=2C=NN(C2)C